trimethylmonon-octylammonium monomethyl-carbonate COC([O-])=O.C[N+](CCCCCCCC)(C)C